(3R,4R,5S)-5-acetamido-4-amino-3-(1-ethylpropoxy)cyclohex-1-ene-1-carboxylic acid ethyl ester C(C)OC(=O)C1=C[C@H]([C@@H]([C@H](C1)NC(C)=O)N)OC(CC)CC